3-chloro-4-{[5-(piperazin-1-yl)imidazo[1,2-c]pyrimidin-8-yl]sulfanyl}pyridin-2-amine ClC=1C(=NC=CC1SC=1C=2N(C(=NC1)N1CCNCC1)C=CN2)N